2-(3-{[(3R)-1-(2-hydroxy-2-methylpropyl)piperidin-3-yl]amino}-5-methyl-1,2,4-triazin-6-yl)-5-(trifluoromethyl)phenol OC(CN1C[C@@H](CCC1)NC=1N=NC(=C(N1)C)C1=C(C=C(C=C1)C(F)(F)F)O)(C)C